(S)-3-methoxy-4-((2-methoxy-1-(2-methoxyphenyl)ethyl)amino)-N-(5-(5-methyl-1H-pyrazol-1-yl)-1,3,4-thiadiazol-2-yl)-2-oxo-2H-pyran-6-carboxamide COC=1C(OC(=CC1N[C@H](COC)C1=C(C=CC=C1)OC)C(=O)NC=1SC(=NN1)N1N=CC=C1C)=O